(R)-N-(4-(3,4-dimethylpiperazin-1-yl)phenyl)-4-((8-methyl-2,3-dihydro-1H-pyrido[2,3-b][1,4]oxazin-7-yl)amino)-2-oxo-1,2-dihydropyridine-3-carboxamide C[C@@H]1CN(CCN1C)C1=CC=C(C=C1)NC(=O)C=1C(NC=CC1NC1=C(C2=C(OCCN2)N=C1)C)=O